[N-](S(=O)(=O)C(F)(F)F)S(=O)(=O)C(F)(F)F.C(C)[N+]1=CN(C=C1)C=C 3-ethyl-1-vinylimidazolium Bis(trifluoromethanesulfonyl)imide